COC1=CC=C(CCN(C=2SC3=NC(=CC=C3N2)C)CC2=CC=C(C=C2)C#CC(=O)O)C=C1 3-(4-(((4-methoxyphenethyl)(5-methylthiazolo[5,4-b]pyridin-2-yl)-amino)methyl)phenyl)propiolic acid